O=S1(C2=C(OC3(CN1)CCOCC3)N=C(C=C2)/C=C/C(=O)OC(C)(C)C)=O (E)-tert-Butyl 3-(1',1'-dioxido-2,2',3,3',5,6-hexahydrospiro[pyran-4,4'-pyrido[2,3-b][1,4,5]oxathiazepin]-7'-yl)acrylate